COC1=C(N)C=CC(=C1)C1=NC=CC(=N1)C 2-methoxy-4-(4-methylpyrimidin-2-yl)aniline